(S)-1-((S)-1-(2-((S)-amino(4,4-difluorocyclohexyl)methyl)benzo-[d]oxazol-5-yl)-2-methoxyethyl)-4-(trifluoromethyl)imidazolidin-2-one N[C@H](C=1OC2=C(N1)C=C(C=C2)[C@@H](COC)N2C(N[C@@H](C2)C(F)(F)F)=O)C2CCC(CC2)(F)F